1,4-dihydroxybenzenediglycidyl ether OC12C(C=C(C=C1)O)C1C(COCC3C2O3)O1